Cl.FC1=CC=C(C=C1)N1N=CC2=C1C=C1CCNC[C@]1(C2)C(=O)C2=NC=CC(=C2)C(F)(F)F (R)-(1-(4-fluorophenyl)-1,4,5,6,7,8-hexahydro-4aH-pyrazolo[3,4-g]isoquinolin-4a-yl)(4-(trifluoromethyl)pyridin-2-yl)methanone hydrochloride